Cl.C12C(CC(CC1)C2)CN2N=CC(=C2)CN (1-(bicyclo[2.2.1]hept-2-ylmethyl)-1H-pyrazol-4-yl)methylamine hydrochloride